3-[(1,1-Dioxo-1,4-thiazinan-4-yl)methyl]-N-[4-[3-(1-phenylpyrrolidin-3-yl)-1H-1,2,4-triazol-5-yl]phenyl]benzamide O=S1(CCN(CC1)CC=1C=C(C(=O)NC2=CC=C(C=C2)C2=NC(=NN2)C2CN(CC2)C2=CC=CC=C2)C=CC1)=O